5-amino-3-(4,6-dimethoxypyrimidin-2-yl)-6-fluoro-benzothiazol-2(3H)-one NC=1C(=CC2=C(N(C(S2)=O)C2=NC(=CC(=N2)OC)OC)C1)F